C(CCCCC(C)C)OB(OCCCCCC(C)C)OCCCCCC(C)C Triisooctylborat